[3-fluoro-4-(6-methylpyridin-3-yl)phenyl]-3,6-dihydro-2H-1,3,4-oxadiazin-2-one FC=1C=C(C=CC1C=1C=NC(=CC1)C)N1C(OCC=N1)=O